3-Hydroxy-3-methyl-1-(3-((3-oxoisobenzofuran-1(3H)-ylidene)methyl)phenyl)-1,3-dihydro-2H-pyrrolo[2,3-c]pyridin-2-one OC1(C(N(C2=CN=CC=C21)C2=CC(=CC=C2)C=C2OC(C1=CC=CC=C21)=O)=O)C